C(C)(C)(C)C=1C=C(C=C(C1O)C(C)(C)C)CCC(=O)OCC(COC(CCC1=CC(=C(C(=C1)C(C)(C)C)O)C(C)(C)C)=O)(COC(CCC1=CC(=C(C(=C1)C(C)(C)C)O)C(C)(C)C)=O)COC(CCC1=CC(=C(C(=C1)C(C)(C)C)O)C(C)(C)C)=O pentaerythritol tetrakis[3-(3,5-di-tert-butyl-4-hydroxyphenyl) propanoate]